(NZ,S)-N-[[3-(1,1-difluoro-2-hydroxy-ethyl)-2-fluoro-phenyl]methylene]-2-methyl-propane-2-sulfinamide FC(CO)(F)C=1C(=C(C=CC1)\C=N/[S@@](=O)C(C)(C)C)F